N(C(=O)N)CCC[Si](CC)(CC)CC γ-ureidopropyltriethylsilane